BrC1=CC(=C2N(C1=O)C(NC2=O)(CCN2C(C1=CC=CC=C1C2=O)=O)CCN2C(C1=CC=CC=C1C2=O)=O)Cl 2,2'-((6-bromo-8-chloro-1,5-dioxo-1,2,3,5-tetrahydroimidazo[1,5-a]pyridine-3,3-diyl)bis(ethane-2,1-diyl))bis(isoindoline-1,3-dione)